D-ribo-furanose OC1[C@H](O)[C@H](O)[C@H](O1)CO